7,7-dimethyl-6,6-dioxo-N-[(3S)-5-methyl-4-oxo-2,3-dihydro-1,5-benzoxazepin-3-yl]-5H-thieno[3,4-d]pyrimidine-2-carboxamide CC1(S(CC2=C1N=C(N=C2)C(=O)N[C@H]2COC1=C(N(C2=O)C)C=CC=C1)(=O)=O)C